COC=1SC2=C(N1)C=CC=C2 2-methoxybenzothiazole